C12CN(CC2C1)C1=CC(=C(C=C1)CN1C=NC(=C1)C(=O)OCC)Br ethyl 1-[(4-{3-azabicyclo[3.1.0]hex-3-yl}-2-bromophenyl) methyl]-1H-imidazole-4-carboxylate